FC1=C(C=CC(=C1)F)CNC 1-(2,4-difluorophenyl)-N-methylmethanamine